[N+](=O)([O-])C=1C=C2C=NNC2=CC1 5-nitro-1H-indazole